(S)-1-(2-((S)-3-((2-oxo-1,2,3,4-tetrahydroquinolin-6-yl)oxy)pyrrolidin-1-yl)acetyl)pyrrolidine-2-carbonitrile O=C1NC2=CC=C(C=C2CC1)O[C@@H]1CN(CC1)CC(=O)N1[C@@H](CCC1)C#N